BrC1=CC(=C2C(=N1)C(=NN2C(C)CC)C)Br (-)-5,7-dibromo-1-(sec-butyl)-3-methyl-1H-pyrazolo[4,3-b]pyridine